1-[(1-ethyl-1H-imidazol-5-yl)methyl]-1H-benzimidazole-6-carboxylate C(C)N1C=NC=C1CN1C=NC2=C1C=C(C=C2)C(=O)[O-]